(S)-2-(5-(3-((2-Chloro-5-((1-methyl-1H-pyrazol-4-yl)ethynyl)pyridin-4-yl)amino)butoxy)-1,3-dimethyl-1H-pyrazol-4-yl)pyrimidin-4-amine ClC1=NC=C(C(=C1)N[C@H](CCOC1=C(C(=NN1C)C)C1=NC=CC(=N1)N)C)C#CC=1C=NN(C1)C